N(=[N+]=[N-])C1=C(C(=C(C#N)C(=C1F)F)F)F 4-azidotetrafluorobenzonitrile